[6-[(2,4-Difluorophenyl)methyl]-2-azaspiro[3.3]heptan-2-yl]-[3-(1H-1,2,4-triazol-5-yl)azetidin-1-yl]methanone FC1=C(C=CC(=C1)F)CC1CC2(CN(C2)C(=O)N2CC(C2)C2=NC=NN2)C1